FC1=C(C(=CC=C1)C)N1CCC(CC1)N1C(N(C=2C([C@@H]1C)=NNC2)CC2=C(C=CC=C2)C(F)(F)F)=O |o1:19| (S)- or (R)-6-[1-(2-Fluoro-6-methyl-phenyl)-piperidin-4-yl]-7-methyl-4-(2-trifluoromethylbenzyl)-2,4,6,7-tetrahydro-pyrazolo[4,3-d]pyrimidin-5-one